ClC=1C(NN=CC1N1CC=2N(CC1)C(=CN2)SC2=C(C=C(C=C2)F)C(F)(F)F)=O 4-chloro-5-(3-((4-fluoro-2-(trifluoromethyl)phenyl)thio)-5,6-dihydroimidazo[1,2-a]pyrazin-7(8H)-yl)pyridazin-3(2H)-one